[Cl-].C(C(=C)C)(=O)OCC[N+](C)(C)C β-Methacrylyloxyethyltrimethylammonium chlorid